N1=CC=C(C=C1)C(C)=O 1-(Pyridin-4-yl)ethan-1-on